4-(5-(3,5-dichlorophenyl)-5-(trifluoromethyl)-4,5-dihydroisoxazol-3-yl)-2-methyl-N-(phenylsulfinyl)benzamide ClC=1C=C(C=C(C1)Cl)C1(CC(=NO1)C1=CC(=C(C(=O)NS(=O)C2=CC=CC=C2)C=C1)C)C(F)(F)F